methylcyclopentanyl ether COC1CCCC1